(((2S,3S,4S)-3-ethyl-4-fluoro-5-oxopyrrolidin-2-yl)methoxy)-7-methoxyisoquinoline-6-carboxamide C(C)[C@H]1[C@H](NC([C@H]1F)=O)COC1=NC=CC2=CC(=C(C=C12)OC)C(=O)N